FC1(OC2=C(O1)C=CC=C2)F 2,2-difluoro-2H-1,3-benzodioxol